tert-butyl N-[7-benzyloxy-5-fluoro-6-(1,1,4-trioxo-1,2,5-thiadiazolidin-2-yl)-2-naphthyl]carbamate C(C1=CC=CC=C1)OC1=C(C(=C2C=CC(=CC2=C1)NC(OC(C)(C)C)=O)F)N1S(NC(C1)=O)(=O)=O